(R)-8-(5-(1H-indazol-7-yl)pyridin-2-yl)-9-oxooctahydro-2H-pyrazino[1,2-a]pyrazine-2-carbonitrile N1N=CC2=CC=CC(=C12)C=1C=CC(=NC1)N1C([C@@H]2N(CCN(C2)C#N)CC1)=O